C(=O)O.ClC=1C=C(C=CC1)C1=NOC(=N1)N1CCC(CC1)C(=O)NCC1CN(CC1)CC1=CC=C(C=C1)C 1-(3-(3-Chlorophenyl)-1,2,4-oxadiazol-5-yl)-N-((1-(4-methylbenzyl)pyrrolidin-3-yl)methyl)piperidine-4-carboxamide formate